FC1=C(C(=CC=C1)F)C=1C(=CC(N(N1)CC)=O)C1=CC(=CC(=C1)OC)OC 6-(2,6-difluorophenyl)-5-(3,5-dimethoxyphenyl)-2-ethyl-3(2H)-pyridazinone